Pentylmethylene Carbonate Chloride [Cl-].C1(OC(CCCCC)O1)=O